FC(C=1C=C(C=C(C1)C(F)(F)F)NC(=S)NC(C)C=1N(N=CN1)C1=NC=CC=N1)(F)F 1-[3,5-bis(trifluoromethyl)phenyl]-3-[1-(2-pyrimidin-2-yl-1,2,4-triazol-3-yl)ethyl]thiourea